C=C1C(=O)OCC1 α-methylene-γ-butyrolactone